3-((3aR,6aS)-5-(4,6-dimethylpyrimidin-2-yl)pyrrolo[3,4-c]pyrrol-2(1H)-yl)(2-phenylindolizine-1-yl)methanone CC1=NC(=NC(=C1)C)N1C=C2C(=C1)CN(C2)C2=C(C(=C1C=CC=CN21)C=O)C2=CC=CC=C2